C(OC1=C2C(OC(C2=CC=C1)=O)=O)OC1=C2C(OC(C2=CC=C1)=O)=O 5'-(methylenebis(oxy))bis(isobenzofuran-1,3-dione)